methyl ((R)-2-((3-chloro-5-cyanobenzyl) oxy)nonadecyl) hydrogen phosphate P(=O)(OC)(OC[C@@H](CCCCCCCCCCCCCCCCC)OCC1=CC(=CC(=C1)C#N)Cl)O